C(C)(C)(C)OC(=O)NC(CCNC(=O)C=1C=CC(=C(C1)C1=CC(=CC=C1OCCCCCC)C(=O)OC)OCCCCCC)C Methyl 5'-((3-((tert-butoxycarbonyl)amino)butyl)carbamoyl)-2',6-bis(hexyloxy)-[1,1'-biphenyl]-3-carboxylate